perfluoro(triglyme) FC(OC(C(OC(C(OC(C(OC(F)(F)F)(F)F)(F)F)(F)F)(F)F)(F)F)(F)F)(F)F